C(C)(C)(C)C1=NOC(=N1)C=1C(=NC(=NC1)NC1=CC(=C(C(=O)NC)C=C1)C)N[C@H](CO)C1=CC=CC=C1 4-[[5-(3-tert-butyl-1,2,4-oxadiazol-5-yl)-4-[[(1S)-2-hydroxy-1-phenyl-ethyl]amino]pyrimidin-2-yl]amino]-N,2-dimethyl-benzamide